(S)-N-((2S,3R)-3-(benzyloxy)-1-(methylamino)-1-oxobutan-2-yl)-2-(2-phenylacetyl)-2,6-diazaspiro[3.4]octane-8-carboxamide C(C1=CC=CC=C1)O[C@@H]([C@@H](C(=O)NC)NC(=O)[C@@H]1CNCC12CN(C2)C(CC2=CC=CC=C2)=O)C